NC1=C2C(=NC=N1)N(N=C2C2=CC=C(C=C2)OC2=CC=CC=C2)C2CCN(CC2)CC2=CN(C=C2)C(=O)OC(C)(C)C tert-butyl 3-((4-(4-amino-3-(4-phenoxyphenyl)-1H-pyrazolo[3,4-d]pyrimidin-1-yl)piperidine-1-yl)methyl)pyrrole-1-carboxylate